COC1=CC2=C(N(C([C@H](CC2)NC(=O)C=2N=C3N(N2)[C@@H](CC3)C3=CC=CC=C3)=O)C)C=N1 |o1:19| rel-(S)-N-((S)-7-Methoxy-1-methyl-2-oxo-2,3,4,5-tetrahydro-1H-pyrido[3,4-b]azepin-3-yl)-5-phenyl-6,7-dihydro-5H-pyrrolo[1,2-b][1,2,4]triazole-2-carboxamide